6-bromo-1,2-dimethyl-5-nitro-benzimidazole BrC=1C(=CC2=C(N(C(=N2)C)C)C1)[N+](=O)[O-]